C(C)(C)(C)C1=CC(=NC=N1)C1=CC=2C(=CN=C(C2F)SC2(CC2)C(=O)O)N1 1-((2-(6-(tert-Butyl)pyrimidin-4-yl)-4-fluoro-1H-pyrrolo[2,3-c]pyridin-5-yl)thio)cyclopropane-1-carboxylic acid